isoamyl hexanoate (isoamyl caproate) C(CC(C)C)C(C(=O)O)CCCC.C(CCCCC)(=O)OCCC(C)C